1-tertiary butyl-naphthalene C(C)(C)(C)C1=CC=CC2=CC=CC=C12